N-[2-(2-bromo-4-fluoro-phenoxy)ethyl]-N-methyl-carbamic acid tert-butyl ester C(C)(C)(C)OC(N(C)CCOC1=C(C=C(C=C1)F)Br)=O